NC(=O)C1=CC=CC2=CN(N=C12)C1=CC=C(CN2CC3(CCC2)CNCCC3)C=C1 2-{4-[7-(aminocarbonyl)-2H-indazol-2-yl]benzyl}-2,8-diazaspiro[5.5]undecane